FC(C1=NN=C(S1)N1C(NC2=C1C=C(C(=C2)F)S(=O)(=O)NC2(CC2)CF)=O)F 3-[5-(difluoromethyl)-1,3,4-thiadiazol-2-yl]-6-fluoro-N-[1-(fluoromethyl)cyclopropyl]-2-oxo-1H-benzimidazol-5-sulfonamide